IC=1C(=NC=NC1OC)OC 5-iodo-4,6-dimethoxypyrimidine